2-azabicyclo[2.2.1]hept-6-ylprop-2-enoate C12NCC(CC1OC(C=C)=O)C2